sodium N,N-diethyl-dithiocarbamate C(C)N(C([S-])=S)CC.[Na+]